1,1,1,3,3,3-hexafluoropropan-2-yl (R or S)-1-((1-methyl-1H-pyrazol-3-yl)carbamoyl)-6-azaspiro[2.5]octane-6-carboxylate CN1N=C(C=C1)NC(=O)[C@@H]1CC12CCN(CC2)C(=O)OC(C(F)(F)F)C(F)(F)F |o1:9|